C1(CC1)C1=C(C(=NO1)C1=C(C=NC=C1Cl)Cl)COC12CCC(CC1)(CC2)C#CC=2C=C1C(=CC=NC1=CC2)OC 6-((4-((5-Cyclopropyl-3-(3,5-dichloropyridin-4-yl)isoxazol-4-yl)methoxy)bicyclo[2.2.2]octan-1-yl)ethynyl)-4-methoxychinolin